FC=1C=C(C=CC1OCC(C)C)CNC(N(C1CCN(CC1)C)CC1=CC=C(C=C1)F)=O 3-{[3-fluoro-4-(2-methylpropyloxy)phenyl]methyl}-1-[(4-fluorophenyl)methyl]-1-(1-methylpiperidin-4-yl)urea